(2S,5S)-5-((S)-2-Benzoylamino-3,3-dimethyl-butyrylamino)-4-oxo-1,2,4,5,6,7-hexahydro-azepino[3,2,1-hi]indole-2-carboxylic acid (1H-[1,2,3]triazol-4-ylmethyl)-amide N1N=NC(=C1)CNC(=O)[C@H]1N2C3=C(C=CC=C3C1)CC[C@@H](C2=O)NC([C@H](C(C)(C)C)NC(C2=CC=CC=C2)=O)=O